ClC=1C=CC(=C(C1)C[C@@H](C(=O)O)F)F (αS)-5-chloro-α,2-difluoro-benzenepropanoic acid